3-bromo-8-fluoro-6-methoxyquinoline BrC=1C=NC2=C(C=C(C=C2C1)OC)F